FC1=CC2=C(N(C=N2)C2=CC=C(C(=N2)N2N=C(C=C2C)C#N)C(C)O)C=C1NC=1N=NC(=CC1)C 1-[6-[5-fluoro-6-[(6-methylpyridazin-3-yl)amino]benzimidazol-1-yl]-3-(1-hydroxyethyl)-2-pyridyl]-5-methyl-pyrazole-3-carbonitrile